6-iodo-7-methoxy-2,4-dimethyl-1,2,3,4-tetrahydroisoquinoline IC=1C=C2C(CN(CC2=CC1OC)C)C